N-ethyl-2-((3-iodo-1-(tetrahydro-2H-pyran-2-yl)-1H-indazol-6-yl)sulfanyl)benzamide C(C)NC(C1=C(C=CC=C1)SC1=CC=C2C(=NN(C2=C1)C1OCCCC1)I)=O